(3R,4R)-4-Amino-1-[[4-[(3-methoxyphenyl)amino]pyrrolo[2,1-f][1,2,4]triazin-5-yl]methyl]piperidin-3-ol N[C@H]1[C@@H](CN(CC1)CC=1C=CN2N=CN=C(C21)NC2=CC(=CC=C2)OC)O